ClC1=C2C(=NC=C1OC=1C=NN3C1C(=NC=C3)NC)N=C(N2C)NC2=CC(=CC(=C2)C(F)(F)F)CN(C)C 7-chloro-N-(3-((dimethylamino)methyl)-5-(trifluoromethyl)phenyl)-1-methyl-6-((4-(methylamino)pyrazolo[1,5-a]pyrazin-3-yl)oxy)-1H-imidazo[4,5-b]pyridin-2-amine